CC=1C=C(CN2C(C(CCC2)O)C(=O)O)C=CC1C#CC=1C(=C(C=CC1)C1=CC=CC=C1)C 1-(3-methyl-4-((2-methylbiphenyl-3-yl)ethynyl)benzyl)-3-hydroxypiperidine-2-carboxylic acid